C1(CC1)NC(C1=C(C=C(C=C1OC)C1=CN=C2N1C=CC(=C2)OCCC=2C=NN(C2)C)OC(F)F)=O N-cyclopropyl-2-(difluoromethoxy)-6-methoxy-4-[7-[2-(1-methylpyrazol-4-yl)ethoxy]imidazo[1,2-a]pyridin-3-yl]benzamide